(trifluoromethyl)-1-(2-trimethylsilylethoxymethyl)imidazo[1,2-a]pyrimidin-5-one FC(F)(F)C=1N(C=2N(C(C=CN2)=O)C1)COCC[Si](C)(C)C